(hexahydropyrrolo[3,4-c]pyrrol-2(1H)-yl)(2-(3-isopropyl-2-(2-methylpyridin-4-yl)-1H-indol-5-yl)oxazol-4-yl)methanone benzyl-(R)-3-((tertbutoxycarbonyl)amino)-3-cyanopropanoate C(C1=CC=CC=C1)OC(C[C@H](C#N)NC(=O)OC(C)(C)C)=O.C1N(CC2C1CNC2)C(=O)C=2N=C(OC2)C=2C=C1C(=C(NC1=CC2)C2=CC(=NC=C2)C)C(C)C